3,6,6,10-Tetramethyl-8,9,10,11-tetrahydro-7H-benzo[d][1]benzoxepin-1-ol CC=1C=C2C(C3=C(CC(O2)(C)C)CCC(C3)C)=C(C1)O